8-methoxy-6-((4-methoxybenzyl)thio)imidazo[1,2-a]pyridine COC=1C=2N(C=C(C1)SCC1=CC=C(C=C1)OC)C=CN2